(trifluoromethyl)cyclopropane-1-carbonyl chloride FC(F)(F)C1(CC1)C(=O)Cl